lithium antimony (oxy)sulfide O=S.[Sb].[Li]